OC(C(=O)N1CC2=C(N=CNC2=O)CC1)C1=CC(=CC=C1)C(F)(F)F 6-(2-hydroxy-2-(3-(trifluoromethyl)phenyl)acetyl)-5,6,7,8-tetrahydropyrido[4,3-d]pyrimidin-4(3H)-one